7-methoxy-4-methyl-6-nitro-1H-quinolin-2-one COC1=C(C=C2C(=CC(NC2=C1)=O)C)[N+](=O)[O-]